NC1=C(C(=NC=2N1N=C(C2C)C)NCCC=2C(N(C=CC2)CCCO)=O)C#N 7-amino-5-((2-(1-(3-hydroxypropyl)-2-oxo-1,2-dihydropyridin-3-yl)ethyl)amino)-2,3-dimethylpyrazolo[1,5-a]pyrimidine-6-carbonitrile